CC1OCCC1O methyltetrahydrofuran-3-ol